FC=1C=C(C=CC1OC)C1=CN=C2N1C=CN=C2NC=2C=CC1=C(CCCC(N1)=O)C2 7-[[3-(3-fluoro-4-methoxy-phenyl)imidazo[1,2-a]pyrazin-8-yl]amino]-1,3,4,5-tetrahydro-1-benzazepin-2-one